C(C)OC1=C(CN[C@@H]2[C@@H](C[C@H](CC2)NCC2=CC3=C(N(C(N3C)=O)C)C=C2)F)C=CC=C1 5-((((1S,3R,4S)-4-((2-Ethoxybenzyl)amino)-3-fluorocyclohexyl)amino)methyl)-1,3-dimethyl-1,3-dihydro-2H-benzo[d]imidazol-2-one